CC1=CC=C(C=C1)C1=NN2C(SC1)=NN=C2 6-(4-methylphenyl)-7H-1,2,4-triazolo[3,4-b]-1,3,4-thiadiazine